3-(2-bromophenyl)-1-methylpiperazine-2,5-dione BrC1=C(C=CC=C1)C1C(N(CC(N1)=O)C)=O